2-(2-(2-methoxyethoxy)ethoxy)ethane lithium-calcium fluoride [F-].[Ca+2].[Li+].COCCOCCOCC.[F-].[F-]